N-(4-cyclobutyl-1-methyl-5-(4-(trifluoromethoxy)phenyl)-1H-pyrazol-3-yl)-2-(1-hydroxycyclopentyl)acetamide C1(CCC1)C=1C(=NN(C1C1=CC=C(C=C1)OC(F)(F)F)C)NC(CC1(CCCC1)O)=O